1-(3-fluoropyridin-2-yl)-3-oxocyclobutanecarbonitrile FC=1C(=NC=CC1)C1(CC(C1)=O)C#N